(2-(5-bromo-2-fluorobenzoylamino)ethyl)(methyl)carbamic acid tert-butyl ester C(C)(C)(C)OC(N(C)CCNC(C1=C(C=CC(=C1)Br)F)=O)=O